[6-(3-cyclopropyl-1,2,4-triazol-1-yl)-2-azaspiro[3.3]heptan-2-yl]-[3-[[1-(trifluoromethyl)cyclopropyl]methoxymethyl]cyclobutyl]methanone C1(CC1)C1=NN(C=N1)C1CC2(CN(C2)C(=O)C2CC(C2)COCC2(CC2)C(F)(F)F)C1